tert-butyl 4-(N-(3-fluorophenyl)sulfamoyl)piperidine-1-carboxylate FC=1C=C(C=CC1)NS(=O)(=O)C1CCN(CC1)C(=O)OC(C)(C)C